2-chloro-4-isopropyl-6-methoxypyrimidine ClC1=NC(=CC(=N1)C(C)C)OC